6-((1R,5S,6s)-3-aza-bicyclo[3.1.0]hexan-6-yl)-3-chloro-2-(2-fluorobenzyl)-2H-pyrazolo[3,4-d]pyridazin-7(6H)-one [C@@H]12CNC[C@H]2C1N1N=CC=2C(C1=O)=NN(C2Cl)CC2=C(C=CC=C2)F